CC(COC(C(=C)C)=O)[Si](Cl)(C)C 1-methyl-2-methacryloxyethyldimethylchlorosilane